C(C)OC(=C)C1=CC(=C(C#N)C(=C1)OC)F 4-(1-ethoxyvinyl)-2-fluoro-6-methoxybenzonitrile